(5S,8S)-N-(2-chloro-4-fluorobenzyl)-5-fluoro-8-hydroxy-8-methyl-5,6,7,8-tetra-hydroquinoline-5-carboxamide ClC1=C(CNC(=O)[C@]2(C=3C=CC=NC3[C@@](CC2)(C)O)F)C=CC(=C1)F